(3R)-tert-butyl 3-{2-[(4S)-4-benzyl-2-oxo-1,3-oxazolidin-3-yl]-2-oxoethyl}pyrrolidine-1-carboxylate C(C1=CC=CC=C1)[C@@H]1N(C(OC1)=O)C(C[C@@H]1CN(CC1)C(=O)OC(C)(C)C)=O